2-(6-chloro-2-{[5-chloro-1-(1-methylcyclopropyl)-1H-pyrazol-4-yl]amino}quinazolin-7-yl)-6-methyl-2-azaspiro[3.3]heptan-6-ol ClC=1C=C2C=NC(=NC2=CC1N1CC2(C1)CC(C2)(O)C)NC=2C=NN(C2Cl)C2(CC2)C